C(C)(C)(C)OC(=O)N1CCC=C(C1)C1=C2C=3CC4(CC4)CCC3NC2=C(C=C1F)C#N.C(C)C=1OC(=CN1)[Si](C)(C)C 2-ethyl-5-(trimethylsilyl)oxazole tert-butyl-5-(8-cyano-6-fluoro-1,2,4,9-tetrahydrospiro[carbazole-3,1'-cyclopropan]-5-yl)-3,6-dihydropyridine-1(2H)-carboxylate